C(CC1=CC=C(C=C1)NC(=O)[C@@H]1C(C[C@@H]2SCC[C@@H](C(N21)=O)NC([C@H](C)NC)=S)(C)C)C2=CC=C(C=C2)NC(=O)[C@@H]2C(C[C@@H]1SCC[C@@H](C(N12)=O)NC([C@H](C)NC)=S)(C)C (S,4S,4'S,7S,7'S,9aS,9a'S)-N,N'-(ethane-1,2-diylbis(4,1-phenylene))bis(8,8-dimethyl-4-((S)-2-(methylamino)propanethioamido)-5-oxooctahydropyrrolo[2,1-b][1,3]thiazepine-7-carboxamide)